[(2R,3S,11bR)-9,10-dimethoxy-3-(2-methylpropyl)-1H,2H,3H,4H,6H,7H,11bH-pyrido[2,1-a]isoquinolin-2-yl]methyl 2,2,4-trimethylpiperazine-1-carboxylate CC1(N(CCN(C1)C)C(=O)OC[C@@H]1C[C@H]2N(CCC3=CC(=C(C=C23)OC)OC)C[C@H]1CC(C)C)C